benzyl 4-[(4-fluoro-4-piperidyl)methyl]piperazine-1-carboxylate FC1(CCNCC1)CN1CCN(CC1)C(=O)OCC1=CC=CC=C1